C(C1=CC=C(C(=O)OC2=CC=C(C=C2)N)C=C1)(=O)OC1=CC=C(C=C1)N bis(4-aminophenyl) terephthalate